2-methyl-propane sulfate S(=O)(=O)(O)O.CC(C)C